N-(6-chloro-4-methoxypyridin-3-yl)-1-(2-ethoxy-3,4-dioxocyclobut-1-en-1-yl)-3-(2-isopropylphenyl)azetidine-3-carboxamide ClC1=CC(=C(C=N1)NC(=O)C1(CN(C1)C1=C(C(C1=O)=O)OCC)C1=C(C=CC=C1)C(C)C)OC